C(C=C)(=O)N1CC(C1)C=1C=C2CN(C(C2=CC1)=O)C1=C2C=NNC2=CC=C1C 5-(1-acryloylazetidin-3-yl)-2-(5-methyl-1H-indazol-4-yl)isoindolin-1-one